O-benzyl-m-methyl-p-chlorophenol C(C1=CC=CC=C1)OC1=CC(=C(C=C1)Cl)C